diethylene glycol bis(4-mercaptopentanoate) SC(CCC(=O)OCCOCCOC(CCC(C)S)=O)C